C(C)(C)[Si](OC1=CC=C(C=C1)NC(OC(C)(C)C)=O)(C(C)C)C(C)C tert-Butyl (4-((triisopropylsilyl)oxy)phenyl)carbamate